FC1=CC=C(C=C1)C#CC=1C=C(C(=O)OCC)C=CC1S(=O)(=O)CC1=NN(C=C1)C1=CC=NC=C1 ethyl 3-((4-fluorophenyl)ethynyl)-4-(((1-(pyridin-4-yl)-1H-pyrazol-3-yl)methyl)sulfonyl)benzoate